ClC1=CNC2=C(C=CC=C12)NS(=O)(=O)C=1C=C(C(=O)NCCCCCC(=O)N[C@H](C(=O)N2[C@@H](C[C@H](C2)O)C(=O)NCC2=CC=C(C=C2)C2=C(N=CS2)C)C(C)(C)C)C=CC1 (2S,4R)-1-((S)-2-(6-(3-(N-(3-chloro-1H-indol-7-yl)sulfamoyl)benzamido)hexanamido)-3,3-dimethylbutanoyl)-4-hydroxy-N-(4-(4-methylthiazol-5-yl)benzyl)pyrrolidine-2-carboxamide